methyl 3-amino-5-oxopyrrolidine-3-carboxylate TFA salt OC(=O)C(F)(F)F.NC1(CNC(C1)=O)C(=O)OC